C(C)(C)(C)OC(=O)N1C[C@@H](CC1)NC(C1=C(C=C(C=C1)N1C=NC(=C1)C)F)=O (R)-3-(2-fluoro-4-(4-methyl-1H-imidazol-1-yl)benzoylamino)pyrrolidine-1-carboxylic acid tert-butyl ester